N-(4-(4-amino-1-(6-(3-(dimethoxymethyl)azetidin-1-yl)pyridin-3-yl)-1H-pyrazolo[3,4-d]pyrimidin-3-yl)benzyl)-5-fluoro-2-methoxybenzamide NC1=C2C(=NC=N1)N(N=C2C2=CC=C(CNC(C1=C(C=CC(=C1)F)OC)=O)C=C2)C=2C=NC(=CC2)N2CC(C2)C(OC)OC